(S)-3-((S)-sec-butyl)-4-(4-phenethylpiperazine-1-carbonyl)-1,3,4,5-tetrahydro-2H-benzo[e][1,4]diazepin-2-one [C@H](C)(CC)[C@@H]1N(CC2=C(NC1=O)C=CC=C2)C(=O)N2CCN(CC2)CCC2=CC=CC=C2